Cl.Cl.NC1=NC=CC=C1CCC(=O)O (R)-2-amino-3-pyridine-propionic acid dihydrochloride